1-dodecanoyl-2-(5Z,8Z,11Z,14Z,17Z-eicosapentaenoyl)-glycero-3-phosphoserine CCCCCCCCCCCC(=O)OC[C@H](COP(=O)(O)OC[C@@H](C(=O)O)N)OC(=O)CCC/C=C\C/C=C\C/C=C\C/C=C\C/C=C\CC